OC(C=O)CC=O 2-hydroxy-1,4-butanedioaldehyde